CC(CCOCCOCCO)[SiH](O[Si](C)(C)C)O[Si](C)(C)C diethylene glycol methyl-(3-bis(trimethylsiloxy) silylpropyl) ether